5-bromo-3-methoxypyridine-2-ol BrC=1C=C(C(=NC1)O)OC